ClC1=C(C=CC(=C1)F)CC(=O)NC1=CN=NC(=C1)NC1=CC(=CC(=C1)F)F 2-(2-chloro-4-fluorophenyl)-N-[6-(3,5-difluoroanilino)pyridazin-4-yl]acetamide